(1-iodo-6-aza-3-oxahept-6-yl)methanoic acid-2-methylpropan-2-yl ester CC(C)(C)OC(=O)N(CCOCCI)C